(2-((1-(3-Chloro-2-fluorophenyl)propyl)(propyl)amino)ethyl)carbamic acid tert-butyl ester C(C)(C)(C)OC(NCCN(CCC)C(CC)C1=C(C(=CC=C1)Cl)F)=O